ClC1=CC=C(C=C1)C1=C(C=CC=C1)NC1C(CN(CC1)CC=1C=C2CN(C(C2=CC1)=O)C1C(NC(CC1)=O)=O)(F)F 3-(5-((4-((4'-chloro-[1,1'-biphenyl]-2-yl)amino)-3,3-difluoropiperidin-1-yl)methyl)-1-Oxoisoindolin-2-yl)piperidine-2,6-dione